((2'-(5-methoxyisoindolin-2-yl)-[2,4'-bipyrimidin]-4-yl)ethynyl)-1H-pyrazolo[3,4-b]pyridine COC=1C=C2CN(CC2=CC1)C1=NC=CC(=N1)C1=NC=CC(=N1)C#CN1N=CC=2C1=NC=CC2